FC1=CC=CC=2C(=N[C@@H](C(NC21)=O)NC(=O)C=2C(=NN1C2O[C@@H](CC1)C)C=1C=NN(C1)C1NCOC1)C1=CC=CC=C1 (5R)-N-[(3S)-9-fluoro-2-oxo-5-phenyl-1,3-dihydro-1,4-benzodiazepine-3-yl]-5-methyl-2-[1-(oxazolidin-4-yl)pyrazol-4-yl]-6,7-dihydro-5H-pyrazolo[5,1-b][1,3]Oxazine-3-carboxamide